C(#N)C1=CC=CC(=N1)NC1=CC(=C(N=N1)C(=O)NC([2H])([2H])[2H])NC1=C(C(=CC=C1)C1=NC=C(C=N1)F)OC 6-((6-cyanopyridin-2-yl)amino)-4-((3-(5-fluoropyrimidin-2-yl)-2-methoxyphenyl)amino)-N-(methyl-d3)pyridazine-3-carboxamide